lauryl-dimethylamine acetate C(C)(=O)O.C(CCCCCCCCCCC)N(C)C